BrC=1C(=C2CC[C@]3(N(COC3)C3=NC=C(C=C3OC(F)F)C(F)(F)F)C2=CC1)F (S)-5-bromo-3'-(3-(difluoromethoxy)-5-(trifluoromethyl)pyridin-2-yl)-4-fluoro-2,3-dihydrospiro[indene-1,4'-oxazolidine]